BrC1=CC=CC(=N1)OCC=1C(=CC(=NC1)N1N=NC=C1)Cl 5-(((6-bromopyridin-2-yl)oxy)methyl)-4-chloro-2-(1H-1,2,3-triazol-1-yl)pyridine